C1(CCCC1)N1C(=CC2=C1N=C(N=C2)NC2=CC=C(C=N2)N2CCN(CC2)CC(=O)O)C(N(C)C)=O {4-[6-(7-cyclopentyl-6-dimethylcarbamoyl-7H-pyrrolo[2,3-d]pyrimidin-2-ylamino)-pyridin-3-yl]piperazin-1-yl}-acetic acid